FC(COC1=C(C=C(C(=N1)OC)NS(=O)(=O)C=1C=2C=CN(C(C2C=CC1)=O)CC)F)F N-[6-(2,2-difluoroethoxy)-5-fluoro-2-methoxy-3-pyridinyl]-2-ethyl-1-keto-isoquinoline-5-sulfonamide